FC=1C=C(C=C(C1)C=1C=NN(C1)C)CN (3-fluoro-5-(1-methyl-1H-pyrazol-4-yl)phenyl)methylamine